1-{5-[1-(3-cyanophenyl)-1H-pyrazol-4-yl]-1H-indol-3-yl}-3-methylurea C(#N)C=1C=C(C=CC1)N1N=CC(=C1)C=1C=C2C(=CNC2=CC1)NC(=O)NC